2,2'-azo-bis(3-ethylbenzothiazoline-6-sulfonic acid) diammonium salt [NH4+].[NH4+].N(=NC1SC2=C(N1CC)C=CC(=C2)S(=O)(=O)[O-])C2SC1=C(N2CC)C=CC(=C1)S(=O)(=O)[O-]